[N+](=O)([O-])C1=NN(C(=N1)C(=O)C1=NC(=NN1C([N+](=O)[O-])([N+](=O)[O-])[N+](=O)[O-])[N+](=O)[O-])C([N+](=O)[O-])([N+](=O)[O-])[N+](=O)[O-] bis(3-nitro-1-(trinitromethyl)-1H-1,2,4-triazole-5-yl) ketone